dodecylbis(2-hydroxyethyl)octylammonium hydrogen chloride Cl.C(CCCCCCCCCCC)[N+](CCCCCCCC)(CCO)CCO